5-amino-1-methyl-3-[(3R)-3-hydroxybutyl]benzimidazol-2-one NC1=CC2=C(N(C(N2CC[C@@H](C)O)=O)C)C=C1